C(C)C1(C(NC(C(C1C1=C(C=CC=C1)Cl)(C(=O)[O-])C)C)COCCN)C(=O)[O-] 3-ethyl-5-methyl-2-[(2-aminoethoxy) methyl]-4-(2-chlorophenyl)-1,4-dihydro-6-methyl-3,5-pyridinedicarboxylate